6-chloro-N-(4-((6-ethylpyridin-3-yl)oxy)-3-methylphenyl)pyrido[3,2-d]pyrimidin-4-amine ClC=1C=CC=2N=CN=C(C2N1)NC1=CC(=C(C=C1)OC=1C=NC(=CC1)CC)C